C1(=CC(=CC=C1)C#CC1=NN=C2N1CCN(C2)C(=O)N2CCCC2)C [3-[2-(M-tolyl)ethynyl]-6,8-dihydro-5H-[1,2,4]triazolo[4,3-a]pyrazin-7-yl]-pyrrolidin-1-yl-methanone